6-(1-(3-Chloropyridin-2-yl)-3-methoxy-1H-pyrazol-5-carboxamido)-5-methylpyrazolo[1,5-a]pyridin-7-carboxamid ClC=1C(=NC=CC1)N1N=C(C=C1C(=O)NC=1C(=CC=2N(C1C(=O)N)N=CC2)C)OC